1-(4-acryloyl-2-methylpiperazin-1-yl)-6-(2-fluoro-6-hydroxyphenyl)-4-(2-isopropyl-4-methylpyridin-3-yl)-4,7,8,9-tetrahydro-3H-cyclopenta[4,5]pyrido[2,3-d]pyrimidin-3-one C(C=C)(=O)N1CC(N(CC1)C=1C2=C(N(C(N1)=O)C=1C(=NC=CC1C)C(C)C)N=C(C1=C2CCC1)C1=C(C=CC=C1O)F)C